(Z)-2-(2-Aminothiazol-4-yl)-5,5-dimethyl-1-(((2S,3S)-2-methyl-4-oxo-1-sulfoazetidin-3-yl)amino)-1,6-dioxo-4,8-dioxa-3,7-diazadec-2-en-10-oic acid NC=1SC=C(N1)/C(/C(=O)N[C@H]1[C@@H](N(C1=O)S(=O)(=O)O)C)=N/OC(C(NOCC(=O)O)=O)(C)C